choline carbonate acetate C(C)(=O)[O-].C([O-])([O-])=O.OCC[N+](C)(C)C.OCC[N+](C)(C)C.OCC[N+](C)(C)C